N-[(1S)-1-cyclopropylethyl]-N-methyl-5-(4-methyl-1H-1,3-benzodiazole-2-yl)pyridine-3-carboxamide C1(CC1)[C@H](C)N(C(=O)C=1C=NC=C(C1)C1=NC2=C(N1)C=CC=C2C)C